hexadecyl-N-dimethylethyl-N,N-dimethyl-ammonium bromide [Br-].C(CCCCCCCCCCCCCCC)[N+](C)(C)C(C)(C)C